FC([C@@H](C1=CC=C(C=C1)F)N1N=CC(=C1)C1=CN=CC(=N1)C1=C(C=2N(C=C1F)N=C(N2)N)C)(C)F (R)-7-(6-(1-(2,2-difluoro-1-(4-fluorophenyl)propyl)-1H-pyrazol-4-yl)pyrazin-2-yl)-6-fluoro-8-methyl-[1,2,4]triazolo[1,5-a]pyridin-2-amine